C(C=C)(=O)N1C[C@@H]2COC3=C(CN2CC1)C(=NC(=C3Cl)C3=C(C=CC=C3)F)C(=O)N(C)C(C)C (R)-8-propenoyl-4-chloro-3-(2-fluorophenyl)-N-isopropyl-N-methyl-6a,7,8,9,10,12-hexahydro-6H-pyrazino[2,1-c]pyrido[3,4-f][1,4]oxazepine-1-carboxamide